NC1=C(C=CC(=C1F)NCC1=CC=C(C=C1)O)NC([C@@H]([C@H](CCCCC)F)F)=O (2S,3S)-N-(2-amino-3-fluoro-4-((4-hydroxybenzyl)amino)phenyl)-2,3-difluorooctanamide